BrC1=CC=CC=2OC3=C(C21)C=CC=C3I 1-bromo-6-iododibenzo[b,d]furan